5-Chloro-2-((3S,5R)-4,4-difluoro-3-hydroxy-5-methylpiperidin-1-yl)-6-((3-(3-hydroxy-3-methylbutyl)-1-methyl-2-oxo-2,3-dihydro-1H-benzo[d]imidazol-5-yl)amino)nicotinonitrile ClC=1C(=NC(=C(C#N)C1)N1C[C@@H](C([C@@H](C1)C)(F)F)O)NC1=CC2=C(N(C(N2CCC(C)(C)O)=O)C)C=C1